C(C1=CC=CC=C1)(=O)NC(C)(C)C benzoyl-tertiary butylamine